(E)-N'-((2-hydroxynaphthalen-1-yl)methylene)butanoyl-hydrazine OC1=C(C2=CC=CC=C2C=C1)\C=C\CCC(=O)NN